(S)-quinuclidin-3-yl (6-(2,3-dihydrobenzo[b][1,4]dioxin-6-yl)-1,2,3,4-tetrahydronaphthalen-1-yl)carbamate O1C2=C(OCC1)C=C(C=C2)C=2C=C1CCCC(C1=CC2)NC(O[C@@H]2CN1CCC2CC1)=O